2-(3,8-diazabicyclo[3.2.1]octan-8-yl)-N-cyclopentyl-4-(1-hydroxypropan-2-yl)benzo[d]thiazole C12CNCC(CC1)N2C2SC1=C(N2C2CCCC2)C(=CC=C1)C(CO)C